C(C)(=O)C=1C=C(SC1)C(=O)C=1C(=NC=NC1)N[C@H]1C[C@@H]([C@H](C1)CNS([O-])(=O)=O)O [(1R,2S,4R)-4-({5-[(4-Acetyl-2-thienyl)carbonyl]pyrimidin-4-yl}amino)-2-hydroxycyclopentyl]methylsulfamate